BrCCCCCOC(CCCC(OCCCC\C=C/CC)OCCCC\C=C/CC)=O 5,5-bis(((Z)-oct-5-en-1-yl)oxy)pentanoic acid 5-bromopentan-yl ester